2-(2-((5-(3-aminophenyl)-1-isopropyl-1H-indazol-3-yl)methoxy)phenyl)acetic acid NC=1C=C(C=CC1)C=1C=C2C(=NN(C2=CC1)C(C)C)COC1=C(C=CC=C1)CC(=O)O